C(CCCC)C1C(CCCC1)(CCCCC)CCCCC tripentylcyclohexane